ClC1=NC=CC(=C1F)C 2-chloro-3-fluoro-4-methylpyridine